Dimethylsulfonyl-4-hydroxyproline CS(=O)(=O)[C@@]1(N(CC(C1)O)S(=O)(=O)C)C(=O)O